2-(3-bromophenyl)-N-((R)-((S)-7-(1-methyl-1H-pyrazol-4-yl)-2,3-dihydro-1H-pyrido[2,3-b][1,4]oxazin-3-yl)(phenyl)methyl)ethanamine dihydrochloride Cl.Cl.BrC=1C=C(C=CC1)CCN[C@H](C1=CC=CC=C1)[C@@H]1CNC2=C(O1)N=CC(=C2)C=2C=NN(C2)C